3-(6-ethyl-5-(1H-pyrazol-4-yl)pyridin-2-yl)-8-(2-hydroxy-2-methylpropyl)-1-(3-methoxybenzyl)-1,3,8-triazaspiro[4.5]decan-2-one C(C)C1=C(C=CC(=N1)N1C(N(C2(C1)CCN(CC2)CC(C)(C)O)CC2=CC(=CC=C2)OC)=O)C=2C=NNC2